4-(4-bromophenyl)-3-(methoxycarbonyl)-3-methylpentanoic acid BrC1=CC=C(C=C1)C(C(CC(=O)O)(C)C(=O)OC)C